CN(C=1C=C(C=CC1CC)O)C 3-(dimethylamino)-4-ethylphenol